5-(5-(3-(1H-1,2,3-triazol-4-yl)pyrrolidin-1-yl)-1,3,4-oxadiazol-2-yl)-N-(5,6-difluoro-2,3-dihydro-1H-inden-2-yl)pyrazin-2-amine N1N=NC(=C1)C1CN(CC1)C1=NN=C(O1)C=1N=CC(=NC1)NC1CC2=CC(=C(C=C2C1)F)F